FC1=CC=C(C=C1)SC1C[C@@H]2[C@@H](CN(C2)CC(=O)C2=CC=C(C=C2)O)C1 2-((3aR,5s,6aS)-5-((4-fluorophenyl)thio)hexahydrocyclopenta[c]pyrrol-2(1H)-yl)-1-(4-hydroxyphenyl)ethanone